(R)-4-((tetrahydrofuran-3-yl)oxy)benzaldehyde O1C[C@@H](CC1)OC1=CC=C(C=O)C=C1